CN(CCCCCNC(=O)C=1N=NC(=CC1)[124I])C N-(5-(dimethylamino)pentyl)-6-[124I]iodopyridazine-3-carboxamide